(E)-6-(2-chloro-4-(cyclopentyloxy)phenyl)-N'-(3,5-dimethoxybenzylidene)pyrazine-2-carbohydrazide ClC1=C(C=CC(=C1)OC1CCCC1)C1=CN=CC(=N1)C(=O)N/N=C/C1=CC(=CC(=C1)OC)OC